NC(CCCCCCCCCCC)O aminododecanol